diacetyl-spermine C(C)(=O)N(CCCCN(CCCN)C(C)=O)CCCN